methyl 3-((1-(5-aminopentyl)-5-((4-methylpiperazin-1-yl)methyl)-1H-benzo[d]imidazol-2-yl)carbamoyl)benzoate NCCCCCN1C(=NC2=C1C=CC(=C2)CN2CCN(CC2)C)NC(=O)C=2C=C(C(=O)OC)C=CC2